C1=CC=CC=2C3=CC=CC=C3C(C12)COC(=O)N[C@@H](C(=O)O)C1=CC=C(C=C1)OCC1=CC=CC=C1 (R)-2-((((9H-fluoren-9-yl)methoxy)carbonyl)amino)-2-(4-(benzyloxy)phenyl)acetic acid